FC=1C(=C(C=CC1F)[C@H]1[C@H](O[C@]([C@@H]1C)(C(F)(F)F)C)C(=O)NC1=CC(=NC=C1)C(=O)N)C=C 4-[[(2S,3s,4r,5r)-3-(3,4-difluoro-2-vinyl-phenyl)-4,5-dimethyl-5-(trifluoromethyl)tetrahydrofuran-2-carbonyl]amino]pyridine-2-carboxamide